FC(C(=O)O)(F)F.O1CCN(CC1)C=1C2=C(N=CN1)NC(=C2)C2=CC=C(C=C2)NC(C2=NC=CC(=C2)CN2C[C@@H](CCC2)NC(C(=C)CN2CCN(CC2)C(C2=CN=CC=C2)=O)=O)=O (R)-N-(4-(4-morpholino-7H-pyrrolo[2,3-d]pyrimidin-6-yl)phenyl)-4-((3-(2-((4-nicotinoylpiperazin-1-yl)methyl)acrylamido)piperidin-1-yl)methyl)picolinamide trifluoroacetate